1,4-butanediol bismercaptoacetate SC(C(=O)OCCCCO)S